4-(4-(dimethylamino)-2-(((2R,7aS)-2-fluorotetrahydro-1H-pyrrolizin-7a(5H)-yl)methoxy)-7,8-dihydro-5H-pyrano[4,3-d]pyrimidin-7-yl)-5-ethyl-6-fluoronaphthalen-2-ol CN(C=1C2=C(N=C(N1)OC[C@]13CCCN3C[C@@H](C1)F)CC(OC2)C2=CC(=CC1=CC=C(C(=C21)CC)F)O)C